ClC1=C(C(C(C2=C3CCCC(C3=CC=C12)(C)C)=O)=O)[C@H](CCl)C (R)-1-chloro-2-(1-chloropropan-2-yl)-8,8-dimethyl-5,6,7,8-tetrahydrophenanthrene-3,4-dione